(pyridin-3-yl)propanoic acid N1=CC(=CC=C1)C(C(=O)O)C